acryloyloxy-hexyl hydrogen thiophosphate P(=S)(OCCCCCCOC(C=C)=O)(O)[O-]